4-methyl-6-(morpholin-4-yl)pyridin-2-amine CC1=CC(=NC(=C1)N1CCOCC1)N